5-methyl-1,5-heptanediol CC(CCCCO)(CC)O